3-(2-methyltetrahydro-2H-pyran-4-yl)propiolic acid CC1OCCC(C1)C#CC(=O)O